(R)-N-(5-(5-cyclobutyl-1,2,4-oxadiazol-3-yl)-2,3-dihydro-1H-inden-1-yl)-1,5-dimethyl-1H-pyrazole-4-carboxamide C1(CCC1)C1=NC(=NO1)C=1C=C2CC[C@H](C2=CC1)NC(=O)C=1C=NN(C1C)C